C(=O)(O)C1=C(C2=CC=C(C(=C2C=C1)O)C(=O)O)O 2,6-dicarboxyl-1,5-dihydroxynaphthalene